S1C(=CC=C1)CN1CCOCC1 4-(2-thienylmethyl)morpholine